C(C)(C)(C)N1CCN(CC1)C1=NC(=C(C=C1)[N+](=O)[O-])NC1=CC(=NC=C1)C(F)F Tert-butyl-4-(6-{[2-(difluoromethyl)pyridin-4-yl]Amino}-5-nitropyridin-2-yl)piperazine